CN(C1CN(C1)C1=C2C(NC=NC2=CC=C1OC)=O)C 5-(3-(dimethylamino)azetidin-1-yl)-6-methoxyquinazolin-4(3H)-one